C(C1=CC=CC=C1)OC=1C=CC=C(OC1)O 6-(benzyloxy)oxepin-2-ol